C1=C2C(=NC(=N1)N)N=CN2 aminopurine